ClC1=CC=C(C=C1)C1=C(CCC(C1)(C)C)CN1CCNCC1 1-[[2-(4-chlorophenyl)-4,4-dimethylcyclohexan-1-en-1-yl]methyl]piperazine